NC1=C(C(NC2=C(C=CC=C12)C1=C(C=CC(=C1)OCC1=C(N=CS1)C)F)=O)C(=O)NCCC 4-amino-8-[2-fluoro-5-[(4-methylthiazol-5-yl)methoxy]phenyl]-2-oxo-N-propyl-1H-quinoline-3-carboxamide